FC(C1=CC=C(C=C1)NC(OCC=1C(=C2C(N(CC2=CC1)C1C(NC(CC1)=O)=O)=O)OC)=O)(C1=CC=CC=C1)F [2-(2,6-dioxopiperidin-3-yl)-4-methoxy-3-oxo-2,3-dihydro-1H-isoindol-5-yl]methyl N-{4-[difluoro(phenyl)methyl]phenyl}carbamate